C(C)(C)(C)OC(=O)N1C[C@H]([C@@H](CC1)OCC1CN(C1)C(=O)OCC1=CC=CC=C1)F (3R,4R)-4-[(1-benzyloxycarbonyl-azetidin-3-yl)methoxy]-3-fluoro-piperidine-1-carboxylic acid tert-butyl ester